Cl.ClC=1C=C(C(=C(C1)O)C1=CC2=C(N=N1)N(C=C2)CC2CCN(CC2)CCOC)C 5-Chloro-2-(7-{[1-(2-methoxyethyl)piperidin-4-yl]methyl}-7H-pyrrolo[2,3-c]pyridazin-3-yl)-3-methylphenol hydrochloride